2-amino-4-(2-hydroxy-2-methylpropoxy)phenol NC1=C(C=CC(=C1)OCC(C)(C)O)O